N-(4,4-diethyl-7-((triisopropylsilyl)ethynyl)-4H-chromeno[4,3-d]thiazol-2-yl)-4,6-dimethoxypyrimidine-5-carboxamide C(C)C1(OC=2C=C(C=CC2C=2N=C(SC21)NC(=O)C=2C(=NC=NC2OC)OC)C#C[Si](C(C)C)(C(C)C)C(C)C)CC